COC1=CC=C(CNC2=CC=3N(N=C2C(=O)O)N=NN3)C=C1 7-((4-methoxybenzyl)amino)tetrazolo[1,5-b]pyridazine-6-carboxylic acid